(1R,3S)-3-aminocyclopentanol malate C(C(O)CC(=O)O)(=O)O.N[C@@H]1C[C@@H](CC1)O